4-Methyl-7-((5-methyl-2-(1-methyl-1H-imidazol-2-yl)-6-(1-methyl-1H-pyrazol-3-yl)pyrrolo[2,1-f][1,2,4]triazin-4-yl)amino)-2H-pyrido[4,3-b][1,4]oxazin-3(4H)-one CN1C2=C(OCC1=O)C=C(N=C2)NC2=NC(=NN1C2=C(C(=C1)C1=NN(C=C1)C)C)C=1N(C=CN1)C